OCCC1=NN2C(N(C(C(CC2)NC(OC(C)(C)C)=O)=O)C)=C1 tert-butyl (2-(2-hydroxyethyl)-4-methyl-5-oxo-5,6,7,8-tetrahydro-4H-pyrazolo[1,5-a][1,3]diazepin-6-yl)carbamate